((1s,3s)-3-hydroxycyclobutyl)carbamic acid tert-butyl ester C(C)(C)(C)OC(NC1CC(C1)O)=O